FC(C1=CC(=NC=C1C1=NC(=NC(=C1)N1[C@H](COCC1)C)N1CCOCC1)N)F (S)-4-(difluoromethyl)-5-(6-(3-methylmorpholino)-2-morpholinopyrimidin-4-yl)pyridin-2-amine